(2R,3S,5R)-5-(6-amino-2-fluoro-9H-purin-9-yl)-2-ethynyl-2-(hydroxymethyl)tetrahydrofuran-3-yl 3-(2-acetoxy-4,6-dimethylphenyl)-3-methylbutanoate C(C)(=O)OC1=C(C(=CC(=C1)C)C)C(CC(=O)O[C@@H]1[C@](O[C@H](C1)N1C2=NC(=NC(=C2N=C1)N)F)(CO)C#C)(C)C